(R)-4-(2-chlorophenyl)-N-(4-fluorobut-2-yl)-N-methylquinazoline-2-carboxamide ClC1=C(C=CC=C1)C1=NC(=NC2=CC=CC=C12)C(=O)N(C)[C@H](C)CCF